CC(C#N)(CCC=O)C 2,2-dimethyl-5-oxopentanenitrile